(1S,2S)-N-[3-(3,5-difluoro-2,6-dimethoxyphenyl)-1H-pyrrolo[2,3-b]pyridin-6-yl]-2-fluorocyclopropane-1-carboxamide FC=1C(=C(C(=C(C1)F)OC)C1=CNC2=NC(=CC=C21)NC(=O)[C@H]2[C@H](C2)F)OC